CC(C)(C)[S@@](=O)/N=C/C1=CC2=C(C=N1)C(=NO2)C (R,E)-2-methyl-N-((3-methylisoxazolo[4,5-c]pyridin-6-yl)methylene)propane-2-sulfinamide